N-(1-Cyanocyclopropyl)-2-(6-(((R)-1-(3-(difluoromethyl)-2-fluorophenyl)ethyl)amino)-5-(1,3-dioxolan-2-yl)-2-methylpyrimidin-4-yl)-2-methoxyacetamide C(#N)C1(CC1)NC(C(OC)C1=NC(=NC(=C1C1OCCO1)N[C@H](C)C1=C(C(=CC=C1)C(F)F)F)C)=O